N-({1-[(4-hydroxypiperidin-1-yl)methyl]Cyclopentyl}methyl)-4H,5H,6H,7H,8H,9H-cycloocta[b]Thiophene-2-carboxamide OC1CCN(CC1)CC1(CCCC1)CNC(=O)C1=CC2=C(S1)CCCCCC2